(S) or (R)-methyl 6-[[1-[3-[(2,2-difluoro-1,3-benzodioxol-5-yl)-methyl-carbamoyl]phenyl]-3-(trifluoromethyl)-4,5,6,7-tetrahydroindazol-7-yl]oxy]pyridine-3-carboxylate FC1(OC2=C(O1)C=CC(=C2)N(C(=O)C=2C=C(C=CC2)N2N=C(C=1CCC[C@@H](C21)OC2=CC=C(C=N2)C(=O)OC)C(F)(F)F)C)F |o1:26|